2-[4-(4-chlorophenyl)-5-[2-(difluoromethyl)pyridin-4-yl]-1H-imidazol-1-yl]-1-{2-methyl-2,5-diazaspiro[3.4]oct-5-yl}ethan-1-one ClC1=CC=C(C=C1)C=1N=CN(C1C1=CC(=NC=C1)C(F)F)CC(=O)N1C2(CN(C2)C)CCC1